(+)-R-N-[2-hydroxy-3-(1-piperidinyl)-propoxy]-pyridine-1-oxide OC(CO[N@@+]1(CC=CC=C1)[O-])CN1CCCCC1